C(C)(=O)[O-].C(CCCCCCCCCCC)[NH+]1CC(CCC1)CCC 1-Dodecyl-3-propylpiperidinium acetat